C(C)(=O)O[C@H]1[C@@](OC([C@H]1OC(C)=O)=C)(N1C(=O)NC(=O)C=C1)C 2',3'-di-O-acetyl-4',5'-didehydro-5'-deoxy-1'-C-methyluridine